alpha-D-ribose 1-methylphosphonate 5-triphosphate CP(=O)(O)O[C@@H]1[C@@H]([C@@H]([C@H](O1)COP(=O)(O)OP(=O)(O)OP(=O)(O)O)O)O